O1C(=NC2=C1C=CC=C2)C=2C(=C(C(=C(C2)O)C(C)C)F)F 5-(Benzooxazol-2-yl)-3,4-difluoro-2-isopropyl-phenol